3-[(4-bromo-3-pyridyl)oxy]propoxy-tert-butyl-dimethyl-silane BrC1=C(C=NC=C1)OCCCO[Si](C)(C)C(C)(C)C